3-(5-methylfuran-2-yl)propanamide CC1=CC=C(O1)CCC(=O)N